N-(2-isopropyl-4-(4-methoxy-2-(trifluoromethyl)benzyl)phenyl)acetamide C(C)(C)C1=C(C=CC(=C1)CC1=C(C=C(C=C1)OC)C(F)(F)F)NC(C)=O